phenethyl-ammonium bicarbonate C([O-])(O)=O.C(CC1=CC=CC=C1)[NH3+]